6-octadecanoylaminohexane C(CCCCCCCCCCCCCCCCC)(=O)NCCCCCC